4-(((3S,5S)-1-(4-(((S)-2-cyano-1-(4-(ethylsulfonyl)phenyl)ethyl)carbamoyl)phenyl)-5-((difluoromethoxy)methyl)pyrrolidin-3-yl)oxy)benzoic acid C(#N)C[C@@H](C1=CC=C(C=C1)S(=O)(=O)CC)NC(=O)C1=CC=C(C=C1)N1C[C@H](C[C@H]1COC(F)F)OC1=CC=C(C(=O)O)C=C1